[(3S,9aS)-3-hydroxy-3-(3-phenylisoxazol-5-yl)-1,4,6,7,9,9a-hexahydropyrazino[2,1-c][1,4]oxazin-8-yl]-(2-chloro-3-methoxyphenyl)methanone O[C@]1(CN2[C@H](CO1)CN(CC2)C(=O)C2=C(C(=CC=C2)OC)Cl)C2=CC(=NO2)C2=CC=CC=C2